methyl 2,5,6-trimethylcyclohexa-1,3-diene-1-carboxylate CC1=C(C(C(C=C1)C)C)C(=O)OC